BrC=1C=C(C=NC1)[C@H](C)N[S@](=O)C(C)(C)C |&1:7| (R)-2-Methyl-propane-2-sulfinic acid [(S and R)-1-(5-bromo-pyridin-3-yl)-ethyl]-amide